(2,3,4-trihydroxybenzyl)serine hydrazide OC1=C(CN[C@@H](CO)C(=O)NN)C=CC(=C1O)O